(S)-4-(3-methoxybenzyl)-N-(1-(2-cyclopropylthiazol-4-yl)-2-(4-nitrophenyl)ethyl)thiazol-2-amine COC=1C=C(CC=2N=C(SC2)N[C@@H](CC2=CC=C(C=C2)[N+](=O)[O-])C=2N=C(SC2)C2CC2)C=CC1